S1C[C@@H]([C@@H](C1)O)O (3R,4S)-tetrahydrothiophene-3,4-diol